FC1=C(C(=CC=C1)F)C=1SC=C(N1)C(=O)OC methyl (2,6-difluorophenyl)-1,3-thiazole-4-carboxylate